CC1=NC2=CC3=C(C=C2C=N1)N(C(C1(O3)CC1)=O)C 2',6'-dimethylspiro[cyclopropane-1,8'-[1,4]oxazino[3,2-g]quinazolin]-7'(6'H)-one